(biphenyl-4-yl)-(1,1':2',1'':4'',1'''-quaterphenyl-5'-yl)-(9,9-dimethylfluoren-2-yl)amine C1(=CC=C(C=C1)N(C1=CC=2C(C3=CC=CC=C3C2C=C1)(C)C)C1=CC=C(C(=C1)C1=CC=CC=C1)C1=CC=C(C=C1)C1=CC=CC=C1)C1=CC=CC=C1